N'-(6-amino-hexyl)hexane-1,6-diamine NCCCCCCNCCCCCCN